COC1=C(CN(CC[C@@H](C)NC(=O)C2=CC3=CC=CC(=C3C=C2)OC2=CC=C(C=C2)C(F)(F)F)CC)C=CC(=C1)OC (R)-N-(4-((2,4-dimethoxybenzyl)(ethyl)amino)butan-2-yl)-5-(4-(trifluoromethyl)phenoxy)-2-naphthamide